COC1=CC=C(CN(C=2N=CN(C(C2C(=O)OC)=O)C2=C(C=C(C=C2Cl)[N+](=O)[O-])Cl)CC2=CC=C(C=C2)OC)C=C1 methyl 4-(bis(4-methoxybenzyl)amino)-1-(2,6-dichloro-4-nitrophenyl)-6-oxo-1,6-dihydropyrimidine-5-carboxylate